Cl.CN1C(OC2=C1C=CC(=C2)N2C[C@H](NCC2)C)=O 3-methyl-6-[(3R)-3-methylpiperazin-1-yl]-1,3-benzoxazol-2-one hydrochloride